potassium (3-tert-butoxycarbonyl-3-azabicyclo[4.1.0]hept-6-yl)-trifluoroborate C(C)(C)(C)OC(=O)N1CC2CC2(CC1)[B-](F)(F)F.[K+]